NC=1C=C(C=CC1O[Si](C)(C)C(C)(C)C)C[C@@H](CC(C(=O)OC(C)(C)C)C)NC(=O)OC(C)(C)C tert-butyl (4R)-5-(3-amino-4-((tert-butyldimethylsilyl) oxy) phenyl)-4-((tert-butoxycarbonyl) amino)-2-methylpentanoate